C(C1=CC=CC=C1)SC1=C(C=CC(=C1)[N+](=O)[O-])C1=NC(=NO1)C(F)(F)F 5-[2-(Benzylsulfanyl)-4-nitrophenyl]-3-(trifluoromethyl)-1,2,4-oxadiazole